((3H-[1,2,3]triazolo[4,5-b]pyridin-3-yl)oxy)tris(dimethylamino)phosphonium N1=NN(C2=NC=CC=C21)O[P+](N(C)C)(N(C)C)N(C)C